C1(CC1)N1N=CC(=C1)C=1C=C(C=CC1)N(C(=O)[C@@H]1CC[C@H](CC1)CC(=O)OCC)C[C@@H]1CC[C@H](CC1)C1=NC(=C(C=C1)OC)C Ethyl 2-(trans-4-((3-(1-cyclopropyl-1H-pyrazol-4-yl)phenyl)((trans-4-(5-methoxy-6-methylpyridin-2-yl) cyclohexyl)methyl)carbamoyl) cyclohexyl)acetate